ClC(C(=C)C1=CC=C(C=C1)C(C)=O)(F)F 1-(4-(3-chloro-3,3-difluoroprop-1-en-2-yl)phenyl)ethane-1-one